6-Amino-3-((1S,3S)-4'-chloro-3-(2H-1,2,3-triazol-2-yl)-1',2'-dihydrospiro[cyclopentane-1,3'-pyrrolo[2,3-b]pyridin]-5'-yl)-2-fluoro-N,N-dimethylbenzamide NC1=CC=C(C(=C1C(=O)N(C)C)F)C=1C(=C2C(=NC1)NC[C@@]21C[C@H](CC1)N1N=CC=N1)Cl